3-(4-aminoimidazo[2,1-f][1,2,4]triazin-7-yl)-N-(6-(3-hydroxyazetidine-1-carbonyl)pyridin-3-yl)-4-methylbenzenesulfonamide NC1=NC=NN2C1=NC=C2C=2C=C(C=CC2C)S(=O)(=O)NC=2C=NC(=CC2)C(=O)N2CC(C2)O